C(C)(C)(C)C=1C=CC2=C(C(NS2(=O)=O)C2=CSC=C2)C1 5-(tertiary butyl)-3-(thiophen-3-yl)-2,3-dihydrobenzo[d]isothiazole 1,1-dioxide